O=S1(NCSCC2=C1C=CC=C2)=O 1,1-Dioxo-2,3-dihydro-5H-benzo[f][1,4,2]dithiazepine